N-[1-[[(3-Amino-3-oxo-propyl)-(2-chloro-2-fluoro-acetyl)amino]carbamoyl]-3-methyl-butyl]-1H-indole-2-carboxamide NC(CCN(C(C(F)Cl)=O)NC(=O)C(CC(C)C)NC(=O)C=1NC2=CC=CC=C2C1)=O